benzyl (3R)-3-{5-[(2R)-4-[2-(difluoromethyl)-4-fluorobenzoyl]-2-ethylpiperazin-1-yl]-2'-ethoxy-[2,3'-bipyridine]-6-amido}pyrrolidine-1-carboxylate FC(C1=C(C(=O)N2C[C@H](N(CC2)C=2C=CC(=NC2C(=O)N[C@H]2CN(CC2)C(=O)OCC2=CC=CC=C2)C=2C(=NC=CC2)OCC)CC)C=CC(=C1)F)F